COC(C1=C(C(=CC=C1)NS(=O)(=O)CCC)C)=O 2-methyl-3-(propylsulfonylamino)benzoic acid methyl ester